4-(methacryloyloxy)-phenyldimethylsulfonium methanesulfonate CS(=O)(=O)[O-].C(C(=C)C)(=O)OC1=CC=C(C=C1)[S+](C)C